(S)-(2-(1-(7,8-Dichloro-4-(1H-imidazol-1-yl)quinolin-2-yl)pyrrolidin-2-yl)acetyl)glycine ClC1=CC=C2C(=CC(=NC2=C1Cl)N1[C@@H](CCC1)CC(=O)NCC(=O)O)N1C=NC=C1